4-[5-(1,2,3,4-tetrahydroquinolin-6-yl)thiophen-2-yl]methyl-2,4-dihydro-3H-1,2,4-triazol-3-one hydrochloride Cl.N1CCCC2=CC(=CC=C12)C1=CC=C(S1)CN1C(NN=C1)=O